2-methylcyclopropanol CC1C(C1)O